cis-3-(3-(2-(3-methylisoxazol-5-yl)acetamido)-1H-1,2,4-triazol-1-yl)cyclopentyl (1-methylcyclopropyl)carbamate CC1(CC1)NC(O[C@@H]1C[C@@H](CC1)N1N=C(N=C1)NC(CC1=CC(=NO1)C)=O)=O